OC1=C(C=CC(=C1)C(F)(F)F)C1=C(C=C(N=N1)N1[C@@H]2[C@H](OCC1)CCN(C2)C(C)=O)C 1-[(4aS,8aR)-4-[6-[2-hydroxy-4-(trifluoromethyl)phenyl]-5-methyl-pyridazin-3-yl]-3,4a,5,7,8,8a-hexahydro-2H-pyrido[4,3-b][1,4]oxazin-6-yl]ethanone